C1(CCCC1)C1=NC2=NC=NC(=C2N1)C(=O)NCC1=CC(=CC(=C1)NC1=CC=C(C=C1)C(F)(F)F)F 8-Cyclopentyl-N-(3-fluoro-5-((4-(trifluoromethyl)phenyl)amino)benzyl)-7H-purine-6-carboxamide